7-Benzyl-3-(cyclohexylmethyl)-9,9-difluoro-2,3,6,7,8,9-hexahydroimidazo[1,2-a]pyrido[3,4-e]pyrimidin-5(1H)-one C(C1=CC=CC=C1)N1CC=2C(N=C3N(C2C(C1)(F)F)CCN3CC3CCCCC3)=O